CC(C(=NO)C)=O Dimethylglyoxal oxime